CC1(OB(OC1(C)C)C1=CC=C(C=C1)N1CCC(CC1)C(=O)OCC)C ethyl 1-(4-(4,4,5,5-tetramethyl-1,3,2-dioxaborolan-2-yl)phenyl)piperidine-4-carboxylate